C(C1CO1)N(C1CCC(CC1)CC1CCC(CC1)N(CC1CO1)CC1CO1)CC1CO1 bis(N,N-diglycidyl-4-aminocyclohexyl)methane